3,14-dioxo-1-phenyl-2,7,10-trioxa-4,13-diaza-heptadecane O=C(OCC1=CC=CC=C1)NCCOCCOCCNC(CCC)=O